N4-[2-(5-chloro-2-fluoro-phenyl)pyrimidin-4-yl]-N2-[4-[4-(methylamino)-1-piperidyl]phenyl]pyrimidine-2,4-diamine ClC=1C=CC(=C(C1)C1=NC=CC(=N1)NC1=NC(=NC=C1)NC1=CC=C(C=C1)N1CCC(CC1)NC)F